N-(3-chloro-5-(methylsulfonamido)phenyl)-1-(5-(3-fluoroazetidin-1-yl)pyrimidin-2-yl)-5-methyl-1H-pyrrole-3-carboxamide ClC=1C=C(C=C(C1)NS(=O)(=O)C)NC(=O)C1=CN(C(=C1)C)C1=NC=C(C=N1)N1CC(C1)F